2-(2',3',4',5'-tetrahydro-[1,1':4',1''-terphenyl]-4-yl)thiazol C1(=CC=C(C=C1)C=1SC=CN1)C=1CCC(CC1)C1=CC=CC=C1